CC1(CC1)[C@@H](C(=O)N1CC2(CC2)C[C@H]1C(=O)O)NC(C(F)(F)F)=O (6S)-5-[(2S)-2-(1-methylcyclopropyl)-2-[(2,2,2-trifluoroacetyl)amino]acetyl]-5-azaspiro[2.4]heptane-6-carboxylic acid